O1C(=CC2=C1C=CC=C2)C=2C=C1C=CC=C(C1=CC2)C2(CC1=C(C3=C(O1)C=CC1=C3C=CC=3OC4=C(C31)C=CC(=C4)N)C=C2)N 2-(6-(benzofuran-2-yl)naphthyl)-naphtho[2,1-b:6,5-b']bis-benzofuran-2,9-diamine